COC=1C=C(C=CC1OC)CC(=O)N(CC)C1=CC(=C(C=C1)OC)OC N-(3',4'-dimethoxyphenylacetyl)-3,4-dimethoxyphenyl-ethylamine